NC1=NN2C(N=CC=C2)=C1C(=O)N[C@@H](C)C=1N(C(C2=C(C=CC=C2C1)C#CC1CNC(C1)=O)=O)C1=CC=CC=C1 2-amino-N-((1S)-1-(1-oxo-8-(2-(5-oxopyrrolidin-3-yl)ethynyl)-2-phenylisoquinolin-3-yl)ethyl)pyrazolo[1,5-a]pyrimidine-3-carboxamide